COC=1C(=NC=C(C1)CC1=CC=NC2=CC(=CN=C12)OC)OCC1=CC(=NO1)C 5-[[3-methoxy-5-[(7-methoxy-1,5-naphthyridin-4-yl)methyl]-2-pyridyl]oxymethyl]-3-methyl-isoxazole